ClC1=CC=C(C(=N1)NC1=CC2=C(NC(=N2)C(F)(F)F)C=C1)[N+](=O)[O-] N-(6-chloro-3-nitropyridin-2-yl)-2-(trifluoromethyl)-1H-benzo[d]imidazol-5-amine